NC(/C=C/CC[C@@H](C(=O)NC=1C(N(C=CC1)CC=1SC2=C(N1)C=CC=C2CC(C)C)=O)NC(OC)=O)=O methyl (S,E)-(7-amino-1-((1-((7-isobutylbenzo[d]thiazol-2-yl)methyl)-2-oxo-1,2-dihydropyridin-3-yl)amino)-1,7-dioxohept-5-en-2-yl)carbamate